OC=1C(=NC=CC1OC)C(=O)N[C@H](C(=O)O)C (2S)-2-[(3-hydroxy-4-methoxy-pyridine-2-carbonyl)amino]propionic acid